7-cyclobutoxy-N-(1-cyclopropyl-2-oxo-1,2-dihydropyridin-3-yl)-2-(1-methyl-2-oxabicyclo[2.1.1]hex-4-yl)imidazo[1,2-a]pyrimidine-6-carboxamide C1(CCC1)OC1=NC=2N(C=C1C(=O)NC=1C(N(C=CC1)C1CC1)=O)C=C(N2)C21COC(C2)(C1)C